BrC1=C(C=C(C(=C1)OCCBr)[N+](=O)[O-])C(F)F 1-bromo-5-(2-bromo-ethoxy)-2-difluoromethyl-4-nitrobenzene